tert-Butyl (2-ethenyl-3-formylpyridin-4-yl)carbamate tert-Butyl-2-chloro-3-formylpyridin-4-ylcarbamate C(C)(C)(C)N(C(O)=O)C1=C(C(=NC=C1)Cl)C=O.C(=C)C1=NC=CC(=C1C=O)NC(OC(C)(C)C)=O